2-Amino-5-(2-phenylethyl)-6H-[1,2,4]triazolo[1,5-a][1,3,5]triazin-7-one NC1=NN2C(N=C(NC2=O)CCC2=CC=CC=C2)=N1